1,1-Bis(2-trimethoxysilylphenyl)ethylene CO[Si](C1=C(C=CC=C1)C(=C)C1=C(C=CC=C1)[Si](OC)(OC)OC)(OC)OC